4-(6-(4-((6-methoxypyridin-3-yl)methyl)piperazin-1-yl)pyridin-3-yl)pyrazolo[1,5-a]Pyridine-3-carbonitrile COC1=CC=C(C=N1)CN1CCN(CC1)C1=CC=C(C=N1)C=1C=2N(C=CC1)N=CC2C#N